tert-butyl 2-[5-[[tert-butyl(dimethyl)silyl]oxymethyl]-3-isopropoxy-pyrazol-1-yl]acetate [Si](C)(C)(C(C)(C)C)OCC1=CC(=NN1CC(=O)OC(C)(C)C)OC(C)C